NC(CO)(CO)CO 2-amino-2-hydroxymethyl-propan-1,3-diol